OC[C@H](C)OC1=NC=C(C=N1)NC(O[C@H](C)[C@H](C)OC1=CC2=C(N=C(S2)C2=C3N=CC(=NC3=CC(=C2)C)OC)C=C1F)=O (2R,3S)-3-((5-fluoro-2-(2-methoxy-7-methylquinoxalin-5-yl)benzo[d]thiazol-6-yl)oxy)butan-2-yl (2-(((S)-1-hydroxypropan-2-yl)oxy)pyrimidin-5-yl)carbamate